FC(C(C(C(C(C(F)(F)F)(F)F)(F)F)(F)F)(F)F)(CCOC(C=C)=O)F acrylic acid-2-(perfluorohexyl)ethyl ester